C1(=CC=CC=C1)CC(=O)C=1N=C2N(N1)[C@@H](C[C@@H]2F)C2=CC=CC=C2 |r| 2-phenyl-1-[rac-(5S,7S)-7-fluoro-5-phenyl-6,7-dihydro-5H-pyrrolo[1,2-b][1,2,4]triazol-2-yl]ethanone